C1(=CC=CC=C1)C(=NC1=NC=CC=2C(=CC=CC12)N=C(C1=CC=CC=C1)C1=CC=CC=C1)C1=CC=CC=C1 1-N,5-N-bis(diphenylmethylidene)isoquinoline-1,5-diamine